ClC=1C=C(C=CC1)C(=O)NC1=CC=C(C=C1)C1(CCC1)NC(=O)C=1N=COC1 N-(1-{4-[(3-chlorobenzene-1-carbonyl)amino]phenyl}cyclobutyl)-1,3-oxazole-4-carboxamide